8-methyl-2-(((tetrahydro-2H-pyran-4-yl)sulfonyl)methyl)quinazolin-4(3H)-one CC=1C=CC=C2C(NC(=NC12)CS(=O)(=O)C1CCOCC1)=O